(S)-HEX-5-EN-3-AMINE CC[C@@H](CC=C)N